24-hydroxytetracosyl eicos-11-enoate C(CCCCCCCCCC=CCCCCCCCC)(=O)OCCCCCCCCCCCCCCCCCCCCCCCCO